(R)-5-(2-amino-[1,2,4]triazolo[1,5-a]pyridin-7-yl)-6-chloro-N-(1-(2-(trifluoromethoxy)phenyl)ethyl)nicotinamide NC1=NN2C(C=C(C=C2)C=2C(=NC=C(C(=O)N[C@H](C)C3=C(C=CC=C3)OC(F)(F)F)C2)Cl)=N1